N-(1-(4-(((1S,5S)-3,6-Diazabicyclo[3.2.0]heptan-3-yl)methyl)phenyl)-2-oxo-1,2-dihydropyrimidin-4-yl)-4-(2-amino-2-methylpropanoyl)piperazine-1-carboxamide Hydrochloride Salt Cl.[C@@H]12CN(C[C@H]2NC1)CC1=CC=C(C=C1)N1C(N=C(C=C1)NC(=O)N1CCN(CC1)C(C(C)(C)N)=O)=O